FC=1C=C2C(CC(C2=CC1F)C(C#N)C#N)=O 2-(5,6-difluoro-3-oxo-indan-1-yl)-malononitrile